C(C)OC(=O)[C@@H]1N(C(C[C@H]1C=1OC=CC1)=O)NC(C1=CC=CC=C1)=O.C1(CC1)OC1=CC=C(C=C1)C1=CN=CC(=N1)C(=O)N/N=C/C1=CC(=CC(=C1)OC)OC (E)-6-(4-cyclopropoxyphenyl)-N'-(3,5-dimethoxybenzylidene)pyrazine-2-carbohydrazide (2R,3R)-ethyl-1-benzamido-3-(furan-2-yl)-5-oxopyrrolidine-2-carboxylate